6-chloro-2-(6-(4,4-difluoropiperidin-1-yl)pyridin-3-yl)-5-(5-methoxypyridin-3-yl)-1H-indole ClC1=C(C=C2C=C(NC2=C1)C=1C=NC(=CC1)N1CCC(CC1)(F)F)C=1C=NC=C(C1)OC